CC1=NN(C(=C1C1=CC=C(C=C1)B1OC(C(O1)(C)C)(C)C)C)COCC[Si](C)(C)C 2-[[3,5-dimethyl-4-[4-(4,4,5,5-tetramethyl-1,3,2-dioxaborolan-2-yl)phenyl]pyrazol-1-yl]methoxy]ethyl-trimethyl-silane